C(CCC)C1=C(C(=C(C(=N1)O)S(=O)(=O)C1=CC=C(C=C1)C=1C(=CC=CC1)C(=O)N)O)N(CC)C1=CC(=CC(=C1)C)C 4'-((6-butyl-5-((3,5-dimethylphenyl)(ethyl)amino)-2,4-dihydroxypyridin-3-yl)sulfonyl)-[1,1'-biphenyl]-2-carboxamide